2-(1-((3-(3-fluorophenyl)-1-methyl-1H-indol-6-yl)methyl)piperidin-4-yl)-1-(1-phenylethyl)-1H-benzo[d]imidazole FC=1C=C(C=CC1)C1=CN(C2=CC(=CC=C12)CN1CCC(CC1)C1=NC2=C(N1C(C)C1=CC=CC=C1)C=CC=C2)C